FC(C1(CC1)C1=NOC=C1)(F)F 3-(1-(TRIFLUOROMETHYL)CYCLOPROPYL)ISOXAZOL